C(C(C)C)C1=C(N=C(S1)C=1C=C(C(=O)OC)C=C(C1)C=1SC=CC1)C(C)C methyl 3-(5-isobutyl-4-isopropylthiazol-2-yl)-5-(thiophen-2-yl)benzoate